ON=C(N)C=1N(C2=CC=CC(=C2C1)[N+](=O)[O-])CC(F)(F)F N'-hydroxy-4-nitro-1-(2,2,2-trifluoroethyl)-1H-indole-2-carboximidamide